CC(CCCC=C)C=C 6-methyl-1,7-octadiene